4-nitro-1-(tetrahydro-2H-thiopyran-4-yl)-1H-pyrazole [N+](=O)([O-])C=1C=NN(C1)C1CCSCC1